N-(cis-4-morpholinocyclohexyl)-5-(1,8-naphthyridin-3-yl)pyrrolo[2,1-f][1,2,4]triazin-2-amine O1CCN(CC1)[C@H]1CC[C@H](CC1)NC1=NN2C(C=N1)=C(C=C2)C=2C=NC1=NC=CC=C1C2